CN(C1=CC=CC(=N1)CO)C (6-(dimethylamino)pyridin-2-yl)methanol